[Si](C)(C)(C(C)(C)C)OC=1C(=C(C=CC1)B(O)O)F 3-(tert-butyldimethylsilyloxy)-2-fluorophenylboronic acid